C1(CC1)C(=O)NC1=CC(=C(N=N1)C(=O)NC([2H])([2H])[2H])NC1=C(C(=CC=C1)C1=NC(=NO1)[C@H](CO)NC(CC)=O)OC 6-Cyclopropanecarboxamido-4-[(3-{3-[(1R)-2-hydroxy-1-propanamidoethyl]-1,2,4-oxadiazol-5-yl}-2-methoxyphenyl)amino]-N-(2H3)methylpyridazine-3-carboxamide